(R)-3-(2-(2-hydroxy-2-methylpropionyl)-6-(4,4,5,5-tetramethyl-1,3,2-Dioxaborolan-2-yl)-1,2,3,4-tetrahydroisoquinolin-8-yl)morpholine-4-carboxylic acid tert-butyl ester C(C)(C)(C)OC(=O)N1[C@@H](COCC1)C=1C=C(C=C2CCN(CC12)C(C(C)(C)O)=O)B1OC(C(O1)(C)C)(C)C